((Benzyloxy)carbonyl)-L-tyrosine isopropyl ester C(C)(C)OC([C@@H](NC(=O)OCC1=CC=CC=C1)CC1=CC=C(C=C1)O)=O